(R)-1-(1-(methylsulfonyl)piperidin-3-yl)-3-(4-phenoxyphenyl)-1H-pyrazolo[3,4-d]pyrimidin-4-amine CS(=O)(=O)N1C[C@@H](CCC1)N1N=C(C=2C1=NC=NC2N)C2=CC=C(C=C2)OC2=CC=CC=C2